C(C)[C@H]1C(C(CC=C1)=O)CC1=CC=C(C=C1)Br Ethyl-(R)-2-(4-bromobenzyl)-3-oxo-2,3-dihydro-1H-benzol